3-METHOXY-N-(2-OXO-3,4-DIHYDRO-1H-QUINOLIN-6-YL)-5-(2-PYRIMIDIN-2-YLETHYNYL)BENZAMIDE COC=1C=C(C(=O)NC=2C=C3CCC(NC3=CC2)=O)C=C(C1)C#CC1=NC=CC=N1